ClCC(C(F)(F)F)(Cl)Cl 1,2,2-trichloro-3,3,3-trifluoropropane